1-(fluoromethyl)cyclopropaneamine FCC1(CC1)N